C(C)(C)(C)OC(=O)N1CC=2N([C@@H]([C@H]1C)C)N=C(C2)C=O.ClC2=CC=CC=1C=3N(C(=NC21)N[C@H]2C(NCCCC2)=O)N=C(N3)C3=CC=NC=C3 (3R)-3-{[7-chloro-2-(pyridin-4-yl)[1,2,4]triazolo[1,5-c]quinazolin-5-yl]amino}azepan-2-one tert-butyl-(6R,7R)-2-formyl-6,7-dimethyl-6,7-dihydro-4H-pyrazolo[1,5-a]pyrazine-5-carboxylate